C1(=CC=CC2=NC3=CC=CC=C3C=C12)CCCCCCCCC1=CC=CC2=NC3=CC=CC=C3C=C12 octamethylenebisacridine